CC(C)OC=1C=C2C(=NNC2=CC1)C1=NC=CC(=N1)N1N=CC(=C1)CCO 2-(1-{2-[5-(propan-2-yloxy)-1H-indazol-3-yl]pyrimidin-4-yl}-1H-pyrazol-4-yl)Ethan-1-ol